isophthalic acid disodium salt [Na+].[Na+].C(C1=CC(C(=O)[O-])=CC=C1)(=O)[O-]